ClC=1C=CC(=C(C1)C1=CC(=C(N=N1)SCCO)NC1=CC(=NC=C1)NC(=O)C1CC(C1)N1CC2NC(C1)C2)F N-(4-{[6-(5-chloro-2-fluorophenyl)-3-[(2-hydroxyethyl)sulfanyl]pyridazin-4-yl]amino}pyridin-2-yl)-3-{3,6-diazabicyclo[3.1.1]heptan-3-yl}cyclobutane-1-carboxamide